C(N)(=O)C=1C=C2C(=CN=C(C2=CC1OC(C)C)O[C@H]1CN(CCC1)C(CC#N)=O)C#CC1CN(C1)C(=O)OC(C)(C)C tert-butyl (R)-3-((6-carbamoyl-1-((1-(2-cyanoacetyl)piperidin-3-yl)oxy)-7-isopropoxyisoquinolin-4-yl)ethynyl)azetidine-1-carboxylate